BrC=1C=C(C=CC1)C(C(=O)NNC)(CCCOCC#CC)C 2-(3-bromophenyl)-5-(but-2-yn-1-yloxy)-N',2-dimethylpentanehydrazide